L-4-(2,2,3,3,3-pentafluoropropyl)-1,3-dioxolan-2-one FC(C[C@@H]1OC(OC1)=O)(C(F)(F)F)F